5-chloro-3-(tetrahydro-2H-pyran-2-yl)-7-((triisopropylsilyl)ethynyl)-3H-imidazo[4,5-b]pyridine ClC1=CC(=C2C(=N1)N(C=N2)C2OCCCC2)C#C[Si](C(C)C)(C(C)C)C(C)C